C(C1CO1)OC1=CC=C(C=C1)C(C)(C)C1=CC=C(C=C1)OCC1CO1 2,2-Bis(4-glycidoxyphenyl)propane